4-((tert-butoxycarbonyl)amino)-5-phenylpent-2-enoic acid C(C)(C)(C)OC(=O)NC(C=CC(=O)O)CC1=CC=CC=C1